FC=1C=C2C(=NC1)N(C(=C2B2OC(C(O2)(C)C)(C)C)C2=CC=C(C=C2)F)S(=O)(=O)C2=CC=C(C)C=C2 5-fluoro-2-(4-fluorophenyl)-1-tosyl-3-(4,4,5,5-tetramethyl-1,3,2-dioxaborolan-2-yl)pyrrolo[2,3-b]pyridine